N[C@H](C(=O)O)CC1=CNC2=CC(=CC=C12)C1=CC=CC=C1 (S)-2-amino-3-(6-phenyl-1H-indol-3-yl)propanoic acid